methyl 3-amino-5-cyanobenzoate NC=1C=C(C(=O)OC)C=C(C1)C#N